sorbic acid, sorbic acid salt C(\C=C\C=C\C)(=O)O.C(\C=C\C=C\C)(=O)O